(3S)-9-chloro-10-(5-chloro-2,4-difluorophenyl)-7-((2S,5R)-2,5-dimethylpiperazin-1-yl)-3-(methoxymethyl)-2H-[1,4]thiazino[2,3,4-ij]quinazolin-5(3H)-one ClC=1C=C2C(=NC(N3C2=C(C1C1=C(C=C(C(=C1)Cl)F)F)SC[C@@H]3COC)=O)N3[C@H](CN[C@@H](C3)C)C